2,5-dimethoxy-N-hydroxy-4-n-propylthiophenethylamine COC1=C(CCNO)C=C(C(=C1)SCCC)OC